(S)-1-(5-((2-amino-3-chloropyridin-4-yl)thio)-1H-imidazo[4,5-b]pyrazin-2-yl)-4'H,6'H-spiro[piperidine-4,5'-pyrrolo[1,2-b]pyrazol]-4'-amine (trifluoroacetate) FC(C(=O)O)(F)F.NC1=NC=CC(=C1Cl)SC=1N=C2C(=NC1)NC(=N2)N2CCC1([C@@H](C=3N(N=CC3)C1)N)CC2